2-(3-(2-ethoxyvinyl)-6-oxo-5-(trifluoromethyl)pyridazin-1(6H)-yl)-4-methylpentanoic acid methyl ester COC(C(CC(C)C)N1N=C(C=C(C1=O)C(F)(F)F)C=COCC)=O